(1R)-1-[2-[[5-[(4-methylpiperazin-1-yl)methyl]pyridin-2-yl]amino]-8-piperidin-1-ylpyridino[3,4-d]pyrimidin-6-yl]ethanol CN1CCN(CC1)CC=1C=CC(=NC1)NC=1N=CC2=C(N1)C(=NC(=C2)[C@@H](C)O)N2CCCCC2